FC(C(=O)NC1=NC=C(C=C1C#CC1=NN(C=C1)C)[N+](=O)[O-])(F)F 2,2,2-trifluoro-N-(3-((1-methyl-1H-pyrazol-3-yl)ethynyl)-5-nitropyridin-2-yl)acetamide